P(=O)(OC[C@@H]1O[C@H](CC1)N1C(NC(C=C1)=O)=O)(OCCCCO)O.[Ca] calcium ((2R,3S,5R)-5-(2,4-dioxopyrimidin-1(2H)-yl)-tetrahydrofuran-2-yl)-methyl 4-hydroxybutyl hydrogen phosphate